CC1=C(C(=CC(=C1)C)C)C1=C(C=CC=C1)NC(=S)N 1-(2',4',6'-trimethyl-[1,1'-biphenyl]-2-yl)thiourea